4-[2-chloro-6-(propylamino)-9H-purinyl]methyl-benzoic acid methyl ester COC(C1=CC=C(C=C1)CN1C2=NC(=NC(=C2N=C1)NCCC)Cl)=O